C=1N=CN2C1C1=CC=CC=C1C2C2C(CN(CC2)S(=O)(=O)C)O 4-(5H-imidazo[5,1-a]isoindol-5-yl)-1-(methylsulfonyl)piperidin-3-ol